5-HYDROXY-1-METHYL-1H-PYRAZOLE-3-CARBOXYLIC ACID OC1=CC(=NN1C)C(=O)O